4-(2-hydroxyethyl)piperazine-1-carboxylic acid tert-butyl ester C(C)(C)(C)OC(=O)N1CCN(CC1)CCO